C(C=C)(=O)NCCC[N+](CCS(=O)(=O)[O-])(C)C 2-((3-acrylamidopropyl)-dimethylammonio)ethane-1-sulfonate